O1C=CC2=C1C(=CC=C2)C(C)=O 1-(benzofuran-7-yl)ethan-1-one